NC=1C=2C(C(NN1)=O)=NN(C2C2=CC(=C(C=C2)OC2=NC(=CC=C2)C)OC)C2=CC(=C(C=C2)NC(C=C)=O)F N-(4-(4-amino-3-(3-methoxy-4-((6-methylpyridin-2-yl)oxy)phenyl)-7-oxo-6,7-dihydro-2H-pyrazolo[3,4-d]pyridazin-2-yl)-2-fluorophenyl)acrylamide